N-(4-(6-ethoxypyridin-3-yl)-3-fluoro-5-(2H-tetrazol-5-yl)phenyl)-4-(trifluoromethyl)piperidine C(C)OC1=CC=C(C=N1)C1=C(C=C(C=C1C=1N=NNN1)N1CCC(CC1)C(F)(F)F)F